COC(=O)C=1C=NC(=CC1)C1=CC(=C(C=C1)N)Cl 6-(4-Amino-3-chloro-phenyl)pyridine-3-carboxylic acid methyl ester